(S)-5-(5-fluoro-2-methoxyphenyl)-1-(1-(6-ethoxy-5-methoxypyridin-2-yl)-2-(methylsulfonyl)ethyl)-3-methyl-1H-benzo[d]imidazol-2(3H)-one FC=1C=CC(=C(C1)C1=CC2=C(N(C(N2C)=O)[C@H](CS(=O)(=O)C)C2=NC(=C(C=C2)OC)OCC)C=C1)OC